5-fluoro-2-(piperidin-4-yl)isoindolin-1-one FC=1C=C2CN(C(C2=CC1)=O)C1CCNCC1